5-amino-3-bromo-6-(2-chloro-5-fluorophenyl)-6-hydroxy-7-(4-methoxybenzyl)-6,7-dihydropyrrolo[3,4-g]indazol-8(1H)-one NC=1C=C2C(=NNC2=C2C1C(N(C2=O)CC2=CC=C(C=C2)OC)(O)C2=C(C=CC(=C2)F)Cl)Br